ClC1=NC(=NC(=N1)Cl)OCC1=NC(=NC(=N1)NC1=CC=C(C=C1)OC1=CC=CC=C1)N 6-(((4,6-dichloro-1,3,5-triazin-2-yl)oxy)methyl)-N2-(4-phenoxyphenyl)-1,3,5-triazine-2,4-diamine